C(C)NC(CC1=C(OC2=C(C(=CC=C2C1=O)O)C=O)C)=O N-ethyl-2-(8-formyl-7-hydroxy-2-methyl-4-oxo-4H-chromen-3-yl)acetamide